O=C1N(C(C2=CC=CC=C12)=O)CCN1[C@@H](CCC(C1)N1CCS(CC1)(=O)=O)C(=O)OC methyl (2S)-1-[2-(1,3-dioxoisoindolin-2-yl)ethyl]-5-(1,1-dioxo-1,4-thiazinan-4-yl)piperidine-2-carboxylate